Cl.O\N=C(/N)\C1=CC=C(S1)CNC([C@H](C)NC(=O)[C@@H]1NCC[C@@H](C1)C1=CC=CC=C1)=O (2R,4S)-N-((S)-1-(((5-((Z)-N'-hydroxycarbamimidoyl)thiophen-2-yl)methyl)amino)-1-oxopropan-2-yl)-4-phenylpiperidine-2-carboxamide hydrochloride